[Zn].[Pb].[As] arsenic lead-zinc